3-(4-(2-(5,6,7,8-tetrahydro-1,8-naphthyridin-2-yl)ethyl)-1H-indazol-1-yl)propanoic acid N1=C(C=CC=2CCCNC12)CCC1=C2C=NN(C2=CC=C1)CCC(=O)O